FC=1C=C(C=CC1)NC1=CC2=C(NC(=N2)CNC2=CC(=NC=C2)C(F)(F)F)C=C1 N-(3-Fluorophenyl)-2-(((2-(trifluoromethyl)pyridin-4-yl)amino)methyl)-1H-benzo[d]imidazol-5-amine